4-(((2-(({(2-cyanobenzo[d]thiazol-6-yl)oxy}carbonyl)(methyl)amino)ethyl)(methyl)carbamoyl)oxy)-1,2-phenylene diacetate C(C)(=O)OC1=C(C=C(C=C1)OC(N(C)CCN(C)C(=O)OC1=CC2=C(N=C(S2)C#N)C=C1)=O)OC(C)=O